4-chloropentyl hexyloxymethyl ether C(CCCCC)OCOCCCC(C)Cl